3-(2-amino-[1,2,4]triazolo[1,5-a]pyridin-7-yl)-N-(3-(4-chlorophenyl)-3-hydroxypropyl)-2-fluoro-6-methylbenzamide NC1=NN2C(C=C(C=C2)C=2C(=C(C(=O)NCCC(O)C3=CC=C(C=C3)Cl)C(=CC2)C)F)=N1